BrC1=C(C=C(C=N1)NC(=O)[C@@H]1N(CCC1)C(=O)NC1=CC=C(C=C1)C1CCC1)C (2R)-N2-(6-bromo-5-methylpyridin-3-yl)-N1-(4-cyclobutylphenyl)pyrrolidine-1,2-dicarboxamide